NCC1=CC(=NC=C1)C=1C=C(C(=O)NNS(=O)(=O)C2=C(C=CC=C2)F)C=C(C1)C N'-(3-(4-(aminomethyl)pyridin-2-yl)-5-methylbenzoyl)-2-fluorobenzenesulfonohydrazide